3-(4-amino-2,5-difluorophenyl)-2-(2,6-dimethylphenyl)-2,4,6,7-tetrahydro-5H-pyrazolo[4,3-c]pyridine-5-carboxylic acid tert-butyl ester C(C)(C)(C)OC(=O)N1CC=2C(CC1)=NN(C2C2=C(C=C(C(=C2)F)N)F)C2=C(C=CC=C2C)C